3-(3-((2-(3-((6-Fluoro-4-(thiazol-2-yl)-1H-indol-5-yl)oxy)phenyl)-1H-imidazol-5-yl)(hydroxy)methyl)phenyl)propanoic acid FC1=C(C(=C2C=CNC2=C1)C=1SC=CN1)OC=1C=C(C=CC1)C=1NC(=CN1)C(C=1C=C(C=CC1)CCC(=O)O)O